(R,E)-N'-((4-chlorophenyl)sulfonyl)-3-(4-fluorophenyl)-4-phenyl-N-((S)-2-(sulfamoylamino)propyl)-4,5-dihydro-1H-pyrazole-1-carboximidamide ClC1=CC=C(C=C1)S(=O)(=O)\N=C(/NC[C@H](C)NS(N)(=O)=O)\N1N=C([C@@H](C1)C1=CC=CC=C1)C1=CC=C(C=C1)F